4-oxaspiro[2.5]octane C1CC12OCCCC2